[Cl-].C(C1=CC=CC=C1)[N+](CCOCCOC1=CC=C(C=C1)C(CC(C)(C)C)(C)C)(C)C benzyldimethyl-2-{2-[4-(1,1,3,3-tetramethylbutyl)phenoxy]ethoxy}ethyl-ammonium chloride